COC1=C(C=C2C(=NC=NC2=C1)NC1=C(C=CC(=C1)C=1SC=CC1)OC)OC1CNCC1 3-((7-methoxy-4-((2-methoxy-5-(thiophen-2-yl)phenyl)amino)quinazolin-6-yl)oxy)pyrrolidin